5-(4-Fluorobenzoyl)indolizine FC1=CC=C(C(=O)C=2N3C=CC=C3C=CC2)C=C1